Phenylethyl-(5,6,7,8-tetrahydro-1,6-naphthyridin-2-yl)phosphinic Acid Hydrochloride Cl.C1(=CC=CC=C1)CCP(O)(=O)C1=NC=2CCNCC2C=C1